Methyl 4-((2S,4R)-2-((difluoromethoxy)methyl)-4-((methylsulfonyl)oxy)pyrrolidin-1-yl)benzoate FC(OC[C@H]1N(C[C@@H](C1)OS(=O)(=O)C)C1=CC=C(C(=O)OC)C=C1)F